C(#N)C=1N=CC(=NC1)OCC12CC(C1)(C2)C(=O)N[C@@H](C)C2=C(C=CC(=C2)F)F (S)-3-(((5-cyanopyrazin-2-yl)-oxy)methyl)-N-(1-(2,5-difluorophenyl)ethyl)bicyclo-[1.1.1]pentane-1-carboxamide